6-((5'S,7a'R)-5'-(2-fluorophenyl)-3'-oxotetrahydro-3'H-spiro[piperidine-4,2'-pyrrolo[2,1-b]oxazol]-1-yl)pyrimidine-4-carbonitrile FC1=C(C=CC=C1)[C@@H]1CC[C@H]2OC3(C(N21)=O)CCN(CC3)C3=CC(=NC=N3)C#N